methyl 3-amino-2,6-dimethylisonicotinate NC1=C(C(=O)OC)C=C(N=C1C)C